C(CC)(=O)C1=NC=C(C=C1)OC1=CC=C(C=C1)C(C)C 2-(4-((2-propionylpyridin-5-yl)oxy)phenyl)propane